1-(5-Fluoro-6-methoxy-2-pyridyl)piperazine FC=1C=CC(=NC1OC)N1CCNCC1